((7R)-7-amino-2-azabicyclo[2.2.1]hept-2-yl)(2-(1-(cyclopropylmethyl)-1H-indol-2-yl)-3-methylbenzofuran-6-yl)methanone N[C@H]1C2N(CC1CC2)C(=O)C2=CC1=C(C(=C(O1)C=1N(C3=CC=CC=C3C1)CC1CC1)C)C=C2